CC1=NC(=CC(=C1)C1=C(C=CC=C1)C1=C(C(=NC(=C1N1C2=CC=C(C=C2C=2C=C(C=CC12)C)C)N1C2=CC=C(C=C2C=2C=C(C=CC12)C)C)N1C2=CC=C(C=C2C=2C=C(C=CC12)C)C)N1C2=CC=C(C=C2C=2C=C(C=CC12)C)C)C 9,9',9'',9'''-(4-(2-(2,6-dimethylpyridin-4-yl)phenyl)pyridine-2,3,5,6-tetrayl)tetrakis(3,6-dimethyl-9H-carbazole)